C(C)(C)(C)OC(N[C@H]1[C@@H](CN(CC1)CC1CC1)C(NC1(CC1)C1=NC=CC=N1)=O)=O |r| rac-[(3R*,4R*)-1-Cyclopropylmethyl-3-(1-pyrimidin-2-yl-cyclopropylcarbamoyl)-piperidin-4-yl]-carbamic Acid Tert-Butyl Ester